tert-butyl 3-iodo-2-(2-methoxyphenyl)-6,7-dihydropyrazolo[1,5-a]pyrazine-5(4H)-carboxylate IC=1C(=NN2C1CN(CC2)C(=O)OC(C)(C)C)C2=C(C=CC=C2)OC